(3R)-1-(1-(5-(2,6-dioxopiperidin-3-yl)pyridin-2-yl)piperidine-4-carbonyl)pyrrolidine-3-carboxylic acid O=C1NC(CCC1C=1C=CC(=NC1)N1CCC(CC1)C(=O)N1C[C@@H](CC1)C(=O)O)=O